Cl.FC=1C(=CC=C2C(=C(C(=NC12)OC[C@]12CCCN2C[C@@H](C1)F)C#N)C1CNCC1)C1=CC(=CC2=CC=CC(=C12)F)O 8-Fluoro-7-(8-fluoro-3-hydroxynaphthalen-1-yl)-2-(((2R,7aS)-2-fluorohexahydro-1H-pyrrolizin-7a-yl)methoxy)-4-(pyrrolidin-3-yl)quinoline-3-carbonitrile hydrochloride